N-(3-((3-(dimethylamino)pyrrolidin-1-yl)methyl)-5-(trifluoromethyl)phenyl)-6-(imidazo[1,2-a]pyridine-3-carbonyl)-4,5,6,7-tetrahydrothieno[2,3-c]pyridine-3-carboxamide CN(C1CN(CC1)CC=1C=C(C=C(C1)C(F)(F)F)NC(=O)C1=CSC=2CN(CCC21)C(=O)C2=CN=C1N2C=CC=C1)C